C1(=CC=CC=C1)[C@@H]1CC[C@H]2OC3(C(N21)=O)CCN(CC3)C3=NN(C=C3)C3=NC=CN=C3 (5'S,7a'R)-5'-phenyl-1-[1-(pyrazin-2-yl)-1H-pyrazol-3-yl]tetrahydro-3'H-spiro[piperidine-4,2'-pyrrolo[2,1-b][1,3]oxazol]-3'-one